CC1=NN2C(N=C(C=C2C)NC(=O)C2=CC=C(C3=CN(N=C23)C)N2CCNCC2)=C1 N-{2,7-dimethylpyrazolo[1,5-a]pyrimidin-5-yl}-2-methyl-4-(piperazin-1-yl)indazole-7-carboxamide